C(C=C)(=O)N1C[C@@H](N(CC1)C1=C(C(N(C2=NC(=C(C=C12)F)C1=C(C(=CC(=C1O)Cl)Cl)F)C=1C(=NC=CC1C)C(C)C)=O)C#N)C 4-((S)-4-propenoyl-2-methylpiperazin-1-yl)-6-fluoro-7-(3,5-dichloro-2-fluoro-6-hydroxyphenyl)-1-(2-isopropyl-4-methylpyridin-3-yl)-2-oxo-1,2-dihydro-1,8-naphthyridine-3-carbonitrile